C(#N)C(C(=O)NC(OCC)=O)=NNC1=CC(=C(C(=C1)Cl)OC=1C=C2CCN(C(C2=CC1)=O)CC1CCOCC1)Cl ethyl (2-cyano-2-(2-(3,5-dichloro-4-((1-oxo-2-((tetrahydro-2H-pyran-4-yl)methyl)-1,2,3,4-tetrahydroisoquinolin-6-yl)oxy)phenyl)hydrazono)acetyl)carbamate